OCCSCC(CSCCS)(CSCCS)CSCCS hydroxyethyl-thiomethyl-tris(mercaptoethylthiomethyl)methane